3-chloro-5-morpholino-phenol ClC=1C=C(C=C(C1)N1CCOCC1)O